tert-butyl (S)-3-methyl-4-(5-(1-methyl-1H-pyrazol-4-yl)-7-(3-(trifluoromethoxy)phenyl)-7H-pyrrolo[2,3-d]pyrimidin-4-yl)piperazine-1-carboxylate C[C@H]1CN(CCN1C=1C2=C(N=CN1)N(C=C2C=2C=NN(C2)C)C2=CC(=CC=C2)OC(F)(F)F)C(=O)OC(C)(C)C